5-(4-fluorophenyl)-1-(2-hydroxyethyl)-6-methyl-4-oxopyridine-3-carboxamide FC1=CC=C(C=C1)C=1C(C(=CN(C1C)CCO)C(=O)N)=O